3-(4-(piperidin-3-yl)phenoxy)piperidine-2,6-dione N1CC(CCC1)C1=CC=C(OC2C(NC(CC2)=O)=O)C=C1